[Si](C)(C)(C(C)(C)C)NS(=O)(=NCC1CC1)C1=CC=C(N)C=C1 4-[S-[[tert-butyl(dimethyl)silyl]amino]-N-(cyclopropylmethyl)sulfonimidoyl]aniline